(E)-1H-indole-3-formamide N1C=C(C2=CC=CC=C12)C(=O)N